C(C)(C)(C)OC(=O)N1[C@@H]2[C@@H](SCC1)CO[C@H](C2)C(=O)N2[C@H](C1=CC=CC=C1CC2)C2=CC=C(C=C2)F (4ar,7r,8as)-7-((S)-1-(4-fluorophenyl)-1,2,3,4-tetrahydroisoquinoline-2-carbonyl)hexahydropyrano[3,4-b][1,4]thiazine-1(5H)-carboxylic acid tert-butyl ester